CS(=O)(=O)OC methyl S-methylsulfonate